FC(CC(=O)N1CC2=C(CCC1)NN=C2C(=O)N2CCC(CC2)C2=C(C=CC=C2)C(F)(F)F)(F)F 3,3,3-trifluoro-1-(3-(4-(2-(trifluoromethyl)phenyl)piperidine-1-carbonyl)-4,6,7,8-tetrahydropyrazolo[4,3-c]azepin-5(1H)-yl)propan-1-one